C1(=CC=CC=C1)C(C1=CC=CC=C1)=NC=1C(=NN2C1C(N(CC2)C(=O)OC(C)(C)C)C)C2=CC(=C(C(=C2)C)F)C tert-butyl 3-((diphenylmethylene) amino)-2-(4-fluoro-3,5-dimethylphenyl)-4-methyl-6,7-dihydropyrazolo[1,5-a]pyrazine-5(4H)-carboxylate